C(C)(C)(C)OC(=O)NC1=NC=CC(=C1)/C(=C/C(=O)[O-])/C (E)-3-(2-((tert-butoxycarbonyl)amino)pyridin-4-yl)but-2-enoate